tert-butyl (N-(3-(3-benzyl-4-oxo-3,4-dihydrophthalazin-1-yl)phenyl)sulfamoyl)carbamate C(C1=CC=CC=C1)N1N=C(C2=CC=CC=C2C1=O)C=1C=C(C=CC1)NS(=O)(=O)NC(OC(C)(C)C)=O